CCNN1CCNCC1 1-(2-ethylamino)piperazine